FC1=COC2=C1C=CC(=C2)C[C@H](C)N (S)-1-(3-fluorobenzofuran-6-yl)propan-2-amine